ClC1=C(C=C2C(=C(N(C2=C1F)C)C1=NC(=NN1)C(=O)N(C)C)C=1C=NNC1)OC 5-(6-chloro-7-fluoro-5-methoxy-1-methyl-3-(1H-pyrazol-4-yl)-1H-indol-2-yl)-N,N-dimethyl-1H-1,2,4-triazole-3-carboxamide